C(C1=CC=CC=C1)OC=1C=C(C=CC1)[C@@H](CP(OCC)(O)=O)C1CC1 ethyl hydrogen ((S)-2-(3-(benzyloxy)phenyl)-2-cyclopropylethyl)phosphonate